C(CCCCCCCCCCC)(=O)[O-].C(CCCCCCCCCCC)(=O)[O-].[Ag+2] silver dilaurate